4'-((R)-2-(Methoxymethyl)piperazin-1-yl)-2'-(((S)-1-methylpyrrolidin-2-yl)methoxy)-3,4,5',8'-tetrahydro-2H,6'H-spiro[naphthalene-1,7'-quinazolin]-7-ol COC[C@@H]1N(CCNC1)C1=NC(=NC=2CC3(CCC12)CCCC1=CC=C(C=C13)O)OC[C@H]1N(CCC1)C